2-[4-(4,7-diazaspiro[2.5]octan-7-yl)anilino]-4-[(7-ethyl-7-hydroxy-5,6-dihydrocyclopenta[b]pyridin-2-yl)amino]pyrimidine-5-carbonitrile C1CC12NCCN(C2)C2=CC=C(NC1=NC=C(C(=N1)NC1=CC=C3C(=N1)C(CC3)(O)CC)C#N)C=C2